tert-butyl 2-(3-(ethoxycarbonyl)cyclobutylidene)hydrazine-1-carboxylate C(C)OC(=O)C1CC(C1)=NNC(=O)OC(C)(C)C